COC(=O)C1CC12CCNCC2 6-azaspiro[2.5]octane-1-carboxylic acid methyl ester